C(C)(C)(C)C1=C(C(=CC=C1)C(C)(C)C)O 2,6-di-t-butylphenol